ClC=1C(=NC=CC1)C(C)(C)NC1=NC=C(C=N1)C1=CC(=NO1)C(=O)N 5-(2-{[1-(3-chloro(2-pyridyl))-isopropyl]amino}pyrimidin-5-yl)isoxazole-3-carboxamide